ClC1=NC=C(C(=N1)N1CC(CCC1)O)Cl 1-(2,5-dichloropyrimidin-4-yl)piperidin-3-ol